2-butoxy-7-(4-((2,6-dimethylmorpholino)methyl)benzyl)-5H-pyrrolo[3,2-d]pyrimidin-4-amine C(CCC)OC=1N=C(C2=C(N1)C(=CN2)CC2=CC=C(C=C2)CN2CC(OC(C2)C)C)N